FC=1C=C(C=C(C1F)F)C1=CC=C(C=C1)CCC(=O)O 3-(3',4',5'-trifluoro-[1,1'-biphenyl]-4-yl)propionic acid